Ethyl 5-(6-((2-amino-2-methylpropyl)carbamoyl)pyrazin-2-yl)-4H-thieno[3,2-b]pyrrole-2-carboxylate NC(CNC(=O)C1=CN=CC(=N1)C1=CC2=C(N1)C=C(S2)C(=O)OCC)(C)C